C/C(=C\\CC/C(=C/C(=O)OC)/C)/CC[C@@H](C(C)(C)O)O The molecule is a sesquiterpenoid, a methyl ester, a tertiary alcohol, a secondary alcohol, a diol and an enoate ester.